ClC1=NC=C(C(=C1)NC1CCC(CC1)(O)C)C#CC=1C=NN(C1)CC(F)(F)F (1s,4s)-4-((2-Chloro-5-((1-(2,2,2-trifluoroethyl)-1H-pyrazol-4-yl)ethynyl)pyridin-4-yl)amino)-1-methylcyclohexan-1-ol